C(C)(C)(C)C1=C(C=CC(=C1)C(C)(C)C)P(O)(O)OCC(COP(O)(O)C1=C(C=C(C=C1)C(C)(C)C)C(C)(C)C)(CO)CO pentaerythritol bis(2,4-di-tert-butylphenyl phosphite)